COCC(CCO)O 4-methoxy-1,3-butanediol